ClC1=CC(=C(C=C1)NC=C1C(OC(OC1=O)(C)C)=O)F (((4-chloro-2-fluorophenyl)amino)methylene)-2,2-dimethyl-1,3-dioxane-4,6-dione